5-benzyl-1-(1-benzyl-1H-indol-2-yl)-5H-pyridine C(C1=CC=CC=C1)C1C=CCN(C1)C=1N(C2=CC=CC=C2C1)CC1=CC=CC=C1